methyloctopine bromide CNC(=N)NCCCC(C(=O)Br)NC(C)C(=O)Br